trimethoxysilyl-propylmethacrylate CO[Si](OC)(OC)C(=C(C(=O)[O-])C)CCC